C(C)OCC1(CN(CC1)C(C)(C)C=1C=CC(=NC1)C)CCC=1SC(=CC1)F 5-(2-(3-(ethoxymethyl)-3-(2-(5-fluorothiophene-2-yl)ethyl)pyrrolidin-1-yl)propan-2-yl)-2-methylpyridine